FC(C(C)C1=C(C(=O)N)C=CC=C1)(F)F 2-(1,1,1-trifluoropropan-2-yl)benzamide